ClC1=C(C=C2C(=NNC2=C1)C=1C=C(C(=NC1)N1CC(C1)(N(C)C)C)C(F)(F)F)O[C@H](C)C1=C(C=NC=C1Cl)Cl (R)-1-(5-(6-chloro-5-(1-(3,5-dichloropyridin-4-yl)ethoxy)-1H-indazol-3-yl)-3-(trifluoromethyl)pyridin-2-yl)-N,N,3-trimethylazetidin-3-amine